C(CCCCCC)N(C(=O)N)CCCCCCCCC N-heptyl-N-nonylurea